OC=1C(=C(C(=NC1C)CCC1=CC=C(C=C1)OC)C(=O)OC)C(=O)OC Dimethyl 5-hydroxy-2-(4-methoxyphenethyl)-6-methylpyridine-3,4-dicarboxylate